Aminophenolat NC1=C(C=CC=C1)[O-]